CN1CCC(CC1)C1=CC(=C(C(=O)O[Li])C=C1)C(F)(F)F lithio 4-(1-methylpiperidin-4-yl)-2-(trifluoromethyl)benzoate